ClC1=NC2=CC(=C(C=C2C(=N1)NC=1C=NN(C1)C1OCCCC1)OCC)C 2-chloro-6-ethoxy-7-methyl-N-(1-(tetrahydro-2H-pyran-2-yl)-1H-pyrazol-4-yl)quinazolin-4-amine